COC1=CC=C(C=C1)CN1C[C@@H](O[C@H](C1)C)CO [(2R,6S)-4-[(4-methoxyphenyl)methyl]-6-methylmorpholin-2-yl]methanol